FC(OC1=C(CN(C(OC(C)(C)C)=O)C[C@H]2NC(CC2)=O)C=CC(=C1)B1OC(C(O1)(C)C)(C)C)F tert-butyl (S)-(2-(difluoromethoxy)-4-(4,4,5,5-tetramethyl-1,3,2-dioxaborolan-2-yl)benzyl)((5-oxopyrrolidin-2-yl)methyl)carbamate